9-[(3-carboxyphenyl)methyl]-2-ethyl-2,3,4,9-tetrahydro-1H-carbazole-8-carboxylic acid C(=O)(O)C=1C=C(C=CC1)CN1C2=C(C=CC=C2C=2CCC(CC12)CC)C(=O)O